(1r,4r)-4-((5-(2-(2-aminopyridin-3-yl)-6-(tert-butyl)-1H-benzo[d]imidazol-1-yl)pyridin-2-yl)carbamoyl)cyclohexane-1-carboxylic acid NC1=NC=CC=C1C1=NC2=C(N1C=1C=CC(=NC1)NC(=O)C1CCC(CC1)C(=O)O)C=C(C=C2)C(C)(C)C